CC=1C(C(CCC1)(C)C)/C=C/C(C)=O (+)-(3E)-4-(2,6,6-trimethyl-2-cyclohexen-1-yl)-3-buten-2-one